(E)-1-(3-(4-(1,2-Dihydroxyethyl)-1-(4-(trifluoromethoxy)phenyl)-1H-pyrazolo[3,4-b]pyridin-3-yl)azetidin-1-yl)-4-hydroxybut-2-en-1-one OC(CO)C1=C2C(=NC=C1)N(N=C2C2CN(C2)C(\C=C\CO)=O)C2=CC=C(C=C2)OC(F)(F)F